C(CCC)S(=O)(=O)[O-].C[NH+](C)CCCNC(C=C)=O N,N-dimethyl-(acrylamidopropyl)ammonium butanesulfonate